COCCOCCOCCO[C@H]1C[C@]23C=4C=C(C=CC4C[C@H]([C@@H]2CC1)N(CC3)C)O (6β)-6-{2-[2-(2-methoxyethoxy)ethoxy]ethoxy}-17-methylmorphinan-3-ol